FC1=C(C=C(C(=C1)C)SCC(F)(F)F)\N=C\1/SCC(N1)=O (2Z)-2-([2-fluoro-4-methyl-5-[(2,2,2-trifluoroethyl)sulfanyl]-phenyl]imino)-1,3-thiazolidin-4-one